N-(2-(3,3-difluoropyrrolidin-1-yl)-4-iodopyridin-3-yl)isoindoline-2-carboxamide FC1(CN(CC1)C1=NC=CC(=C1NC(=O)N1CC2=CC=CC=C2C1)I)F